4-(4-(tert-Butyl)piperidin-1-yl)pyrrolo[1,2-a]quinoxaline-7-carboxylic acid C(C)(C)(C)C1CCN(CC1)C=1C=2N(C3=CC=C(C=C3N1)C(=O)O)C=CC2